1-((2-(6-(3-((4-Methyl-4H-1,2,4-triazol-3-yl)methyl)oxetan-3-yl)-1-oxoisoindolin-2-yl)-6-(trifluoromethyl)pyridin-4-yl)methyl)piperidine-3-carbonitrile CN1C(=NN=C1)CC1(COC1)C1=CC=C2CN(C(C2=C1)=O)C1=NC(=CC(=C1)CN1CC(CCC1)C#N)C(F)(F)F